CC1=C(C=NO1)C(=O)NC1=CC2=C(NC(=N2)C2=CC(=CC(=C2)C(F)(F)F)OC2CCN(CC2)C)C=C1 5-methyl-N-(2-(3-((1-methylpiperidin-4-yl)oxy)-5-(trifluoromethyl)phenyl)-1H-benz[d]imidazol-5-yl)isoxazole-4-carboxamide